C(C)(C)C1=C(C=CC(=C1)OC1=NC=NC2=CC(=CC=C12)OC)N1C(N(CC1=O)C1=CC(=CC=C1)C(F)(F)F)=O 3-{isopropyl-4-[(7-methoxy-4-quinazolinyl)oxy]phenyl}-1-[3-(trifluoromethyl)phenyl]-2,4-imidazolidinedione